NC1=C(C=CC(=C1F)NCC1=CC=C(C=C1)C(F)(F)F)NC(CC#CC1CC1)=O N-(2-amino-3-fluoro-4-((4-(trifluoromethyl)benzyl)amino)phenyl)-4-cyclopropylbut-3-ynamide